FC1=CC=C(C=C1)NC(=O)N[C@H]1C(NC[C@@H]1C=1SC(=CC1)OC)=O |o1:11,15| (+)-1-(4-fluorophenyl)-3-[(3R*,4S*)-4-(5-methoxythiophen-2-yl)-2-oxopyrrolidin-3-yl]urea